3-(4,5-dimethylthiazol-2-yl)-5-(3-carboxymethoxy-phenyl)-2-(4-sulfophenyl)-2H-tetrazole CC=1N=C(SC1C)N1N(NC(=N1)C1=CC(=CC=C1)OCC(=O)O)C1=CC=C(C=C1)S(=O)(=O)O